tert-butyl (3R)-3-[6-(2-cyano-3,6-difluoro-phenoxy)-4-methoxy-3-quinolyl]-1-oxa-8-azaspiro[4.5]decane-8-carboxylate C(#N)C1=C(OC=2C=C3C(=C(C=NC3=CC2)[C@@H]2COC3(C2)CCN(CC3)C(=O)OC(C)(C)C)OC)C(=CC=C1F)F